methyl N-[5-[6-[2-cyanoethyl-(4-fluorobenzoyl)amino]imidazo[1,2-a]pyridin-3-yl]-2-pyridyl]carbamate C(#N)CCN(C=1C=CC=2N(C1)C(=CN2)C=2C=CC(=NC2)NC(OC)=O)C(C2=CC=C(C=C2)F)=O